N[C@H](C(=O)NC1=CC=C(C=C1)[C@@H](CNC(OC(C)(C)C)=O)O)C tert-butyl ((S)-2-(4-((S)-2-aminopropanamido)phenyl)-2-hydroxyethyl)carbamate